ClC1=NC=NC2=C(C=C(C=C12)Cl)OC(F)F 4,6-dichloro-8-(difluoromethoxy)quinazoline